FC=1C=C(C=C(C1)F)C1=CC=C2CCC(N(C2=C1)CCN1CCOCC1)=O 7-(3,5-difluorophenyl)-1-(2-morpholinoethyl)-3,4-dihydroquinolin-2(1H)-one